C(CCCCCCCCCCC)(=O)[O-].C(CCCCCCCCCCC)(=O)[O-].[Cr+3] chromium (III) laurate (laurate)